(3S)-3-{[5-(2,6-dimethoxyphenyl)-1-(4-fluorophenyl)-1H-pyrazol-3-yl]formamido}-5-methylhexanamide COC1=C(C(=CC=C1)OC)C1=CC(=NN1C1=CC=C(C=C1)F)C(=O)N[C@H](CC(=O)N)CC(C)C